FC1=C(C=C(C=C1)F)C1N(CCC1)C1=NC=2N(C=C1)N=CC2C2=NC1=C(N2)C=C(C(=C1)C#N)P(=O)(C)C 2-(5-(2-(2,5-difluorophenyl)pyrrolidin-1-yl)pyrazolo[1,5-a]pyrimidin-3-yl)-6-(dimethylphosphoryl)-1H-benzo[d]imidazole-5-carbonitrile